5-(7-Bromo-3,4-dihydroquinolin-1(2H)-yl)-7-fluoro-[1,2,4]triazolo[4,3-a]quinazolin-8-amine BrC1=CC=C2CCCN(C2=C1)C1=NC=2N(C3=CC(=C(C=C13)F)N)C=NN2